OC1C=C(CCC1)C1=NN=C(S1)C=1C(=C2C(=NC1)NC=C2)NC2C[C@@H]1[C@@H](CN(C1)S(=O)(=O)NCCO)C2 (3aR,5s,6aS)-5-((5-(5-(3-hydroxycyclohex-1-en-1-yl)-1,3,4-thiadiazol-2-yl)-1H-pyrrolo[2,3-b]pyridin-4-yl)amino)-N-(2-hydroxyethyl)hexahydrocyclopenta[c]pyrrole-2(1H)-sulfonamide